[NH4+].C(CCCCCCCCCCCCC)(=O)[O-] myristate ammonium